C(CC)OCOCCCC(C)Cl 4-chloropentyl propyloxymethyl ether